CC(=CCC/C(=C/CC/C(=C/CC/C(=C/CC/C(=C/CC/C(=C/CC/C(=C/CC/C(=C/CC/C(=C/CC/C(=C/CC/C(=C/COP(=O)(O)OP(=O)(O)O)/C)/C)/C)/C)/C)/C)/C)/C)/C)/C)C Undecaprenyl diphosphate